BrC1COCCC1=O 3-bromooxan-4-one